(2-ethoxy-3-pyridyl)-3-isopropyl-1-methyl-N-(pyrimidin-2-ylmethyl)pyrazolo[3,4-b]pyridin-4-amine C(C)OC1=NC=CC=C1C1=C(C2=C(N=C1)N(N=C2C(C)C)C)NCC2=NC=CC=N2